(S)-3-(2-benzyl-3-chloro-7-oxo-2,4,5,7-tetrahydro-6H-pyrazolo[3,4-c]pyridin-6-yl)-8-((1-hydroxycyclopentyl)ethynyl)-5-methyl-2,3-dihydrobenzo[b][1,4]oxazepin-4(5H)-one C(C1=CC=CC=C1)N1N=C2C(N(CCC2=C1Cl)[C@@H]1C(N(C2=C(OC1)C=C(C=C2)C#CC2(CCCC2)O)C)=O)=O